(diphenylamino)-N-(5-(2-mercaptoacetylamino)pentyl)benzamide C1(=CC=CC=C1)N(C1=CC=CC=C1)C1=C(C(=O)NCCCCCNC(CS)=O)C=CC=C1